4-(3-(6-(4-Isothiocyanatobutyl)pyridin-3-yl)-4,4-dimethyl-5-oxo-2-thioxoimidazolidin-1-yl)-2-(trifluoromethyl)benzonitrile N(=C=S)CCCCC1=CC=C(C=N1)N1C(N(C(C1(C)C)=O)C1=CC(=C(C#N)C=C1)C(F)(F)F)=S